(R)-N-(but-3-en-2-yl)-3,4-difluoro-5-((3-fluoro-2-((N-methylaminosulfonyl)amino)pyridin-4-yl)methyl)-2-((2-fluoro-4-iodophenyl)amino)benzamide C[C@H](C=C)NC(C1=C(C(=C(C(=C1)CC1=C(C(=NC=C1)NS(=O)(=O)NC)F)F)F)NC1=C(C=C(C=C1)I)F)=O